(2RS)-2-[6-[2-(6-Amino-3-pyridyl)ethynyl]-1-oxo-isoindolin-2-yl]-2-(2-hydroxyphenyl)-N-thiazol-2-yl-acetamide NC1=CC=C(C=N1)C#CC1=CC=C2CN(C(C2=C1)=O)[C@@H](C(=O)NC=1SC=CN1)C1=C(C=CC=C1)O |r|